1E-n-hexane CCCCCC